C(C)C(C(=O)O)(CSCCC(=O)O)CC.O1CN(CC1)CCO 2-(1,3-oxazolidin-3-yl)ethanol diethyl-3,3'-thiodipropionate